CN1N=C2C=C(C=CC2=C1)[N+](=O)[O-] 2-methyl-6-nitro-2H-indazole